C(C1=CC=CC=C1)OC=1C(=C(NC2=CC=C(C=C2)F)C=CC1)I 3-benzyloxy-N-(4-fluorophenyl)-2-iodo-aniline